Ethyl 2-(4-((2,5-dioxo-3-(4-(trifluoromethyl)phenyl)imidazolin-1-yl)methyl)-2-methyl-phenoxy)-2-methylpropionate O=C1N(C(CN1C1=CC=C(C=C1)C(F)(F)F)=O)CC1=CC(=C(OC(C(=O)OCC)(C)C)C=C1)C